5,5'-diallyl-3,3'-dimethoxy-2,2'-biphenyldiglycidyl ether C(C=C)C1=CC(=C2C(=C1)C=1C(=C(C=C(C1)CC=C)OC)C1C(COCC3C2O3)O1)OC